FC1(C(C=2C(=CN(C2CC1)C1=CC=NC=C1)C(F)(F)F)O)F 5,5-difluoro-1-(pyridin-4-yl)-3-(trifluoromethyl)-4,5,6,7-tetrahydro-1H-indol-4-ol